1-[3-(7-chloro-1H-indazole-6-yl)-5-hydroxymethyl-1H-pyrazolo[3,4-b]pyrazine-6-yl]-N-(2-hydroxypyridin-4-yl)-4-methylpiperidine-4-carboximidamide ClC=1C(=CC=C2C=NNC12)C1=NNC2=NC(=C(N=C21)CO)N2CCC(CC2)(C(NC2=CC(=NC=C2)O)=N)C